C(C=1C(O)=CC=CC1)=O SALICYLALDEHYDE